tert-butyl (7-(1-ethyl-5-methyl-1H-pyrazol-4-yl)-8-fluoro-4-iodo-isoquinolin-1-yl)carbamate C(C)N1N=CC(=C1C)C1=CC=C2C(=CN=C(C2=C1F)NC(OC(C)(C)C)=O)I